3-((6-(4-((((R)-1-(2-chlorophenyl)ethoxy)carbonyl)amino)-3-methylisothiazol-5-yl)-2-methylpyridin-3-yl)carbamoyl)-2,2-difluorocyclopropane-1-carboxylic acid ClC1=C(C=CC=C1)[C@@H](C)OC(=O)NC=1C(=NSC1C1=CC=C(C(=N1)C)NC(=O)C1C(C1C(=O)O)(F)F)C